S1C(=NC=C1)C1=CC=C(C=2N=C(OC21)N2CC1N(C(C2)C1)C(=O)OC(C)(C)C)OC(C(F)(F)F)C(C)(C)O tert-Butyl 3-(7-(thiazol-2-yl)-4-((1,1,1-trifluoro-3-hydroxy-3-methylbutan-2-yl)oxy)benzo[d]oxazol-2-yl)-3,6-diazabicyclo[3.1.1]heptane-6-carboxylate